ClC=1C=C(OCCN2[C@@H](CCC2)C(=O)O)C=CC1C=O (2-(3-chloro-4-formylphenoxy)ethyl)-L-proline